CC1=C(C(OC12CC1(CCCCC1)CO2)=O)C2=CC=C(C=C2)C 4-Methyl-3-(p-tolyl)-1,14-dioxadispiro[4.1.57.25]tetradec-3-en-2-on